2-(4-chloro-3-fluorophenoxy)-N-[2-(6-chloro-4-oxo-3,4-dihydro-2H-1-benzopyran-2-carbonyl)-2-azaspiro[3.3]hept-6-yl]acetamide ClC1=C(C=C(OCC(=O)NC2CC3(CN(C3)C(=O)C3OC4=C(C(C3)=O)C=C(C=C4)Cl)C2)C=C1)F